C(OCC1(CC1)N(C)C(=O)OCC1=CC=C(C=C1)NC([C@H](C)NC([C@H](C(C)C)NC(=O)OC(C)(C)C)=O)=O)(OC1=CC=C(C=C1)[N+](=O)[O-])=O (1-{[({4-[(2S)-2-[(2S)-2-[(tert-butoxycarbonyl)amino]-3-methylbutanamido]propanamido]phenyl}methoxy)carbonyl](methyl)amino}cyclopropyl)methyl 4-nitrophenyl carbonate